4,13-dichloro-10-(2,6-difluoro-4-{[2-(methylamino)ethyl]amino}phenyl)-8-ethyl-15-fluoro-6,8,10-triazatricyclo[9.4.0.02,7]pentadeca-1(11),2(7),3,5,12,14-hexaen-9-one ClC1=CC=2C=3C(=CC(=CC3N(C(N(C2N=C1)CC)=O)C1=C(C=C(C=C1F)NCCNC)F)Cl)F